CN(CCC=1C(=C(C=CC1NC=1N=C(C2=C(N1)N(C=C2)S(=O)(=O)C2=CC=C(C)C=C2)C2=CNC1=C(C=CC=C21)C)NC)[N+](=O)[O-])C (2-(dimethylamino)ethyl)-N1-methyl-N4-(4-(7-methyl-1H-indol-3-yl)-7-tosyl-7H-pyrrolo[2,3-d]pyrimidin-2-yl)-2-nitrobenzene-1,4-diamine